6-methyl-5,6-dihydropyrazino[2,3-c][1,7]naphthyridin-7-amine CN1CC2=C(C3=CC=NC(=C13)N)N=CC=N2